4-(1-methyl-4-nitro-1H-pyrrole-2-carboxamido)-1H-pyrrole-2-carboxamide CN1C(=CC(=C1)[N+](=O)[O-])C(=O)NC=1C=C(NC1)C(=O)N